C(C)C1CCN2C(O1)=C(C(=N2)C(=O)[O-])CCOCC2=CC=CC=C2 Ethyl-(2-(benzyloxy)ethyl)-6,7-dihydro-5H-pyrazolo[5,1-b][1,3]oxazine-2-carboxylate